C(C1=CC=CC=C1)(C1=CC=CC=C1)=NC=1N=NC(=CC1C(=O)OCC)C ethyl 3-(benzhydrylideneamino)-6-methyl-pyridazine-4-carboxylate